NC1=C(C(=CC(=C1)OCCBr)C(F)(F)F)NC(=O)C1CC(C1)(C)O N-[2-amino-4-(2-bromoethoxy)-6-(trifluoromethyl)phenyl](cis)-3-hydroxy-3-methylcyclobutanecarboxamide